1,4-bis(isocyanatomethyl)cyclohexane diisocyanate [N-]=C=O.[N-]=C=O.N(=C=O)CC1CCC(CC1)CN=C=O